3-fluoro-4-methylbenzyl-3-(oxetan-3-yl)piperazine-2,5-dione FC=1C=C(CN2C(C(NC(C2)=O)C2COC2)=O)C=CC1C